CN(CCO)CCCCCCC N-methyl-N-heptyl-ethanolamine